CN1CC(=CCC1)C1=NSN=C1OCCCCCC(F)(F)F 3-(1-methyl-1,2,5,6-tetrahydropyridin-3-yl)-4-((6,6,6-trifluorohexyl)oxy)-1,2,5-thiadiazole